OCC=1C=C(C=CC1)C=1C=CC=2N(N1)C(=CN2)C=2C=C(C=CC2)C(C)=O 1-[3-[6-[3-(hydroxymethyl)phenyl]imidazo[1,2-b]pyridazin-3-yl]phenyl]ethanone